OCCN([C@@H](C)C(=O)O)CCO N,N-bishydroxyethyl-alanine